FC1=CC=C2C(=C(C=NC2=C1C1=C(C(=CC(=C1)F)F)F)C(=O)O)C1CC(C1)O 7-fluoranyl-8-(3-fluoranyl-2,5-difluoro-phenyl)-4-(3-hydroxycyclobutyl)quinoline-3-carboxylic acid